OC1=CC=C(C=C1)C=CC(=O)O 3-(4-Hydroxyphenyl)-2-propenoic acid